(1S,3R)-3-(dimethylcarbamoylamino)-N-[4-(7-fluoro-3-isopropyl-benzimidazol-5-yl)-5-methyl-2-pyridyl]cyclohexanecarboxamide CN(C(=O)N[C@H]1C[C@H](CCC1)C(=O)NC1=NC=C(C(=C1)C1=CC2=C(N=CN2C(C)C)C(=C1)F)C)C